(2S,3S)-ethyl 3-((5-fluoro-2-(2-methyl-5H-pyrrolo[2,3-b]pyrazin-7-yl)-6-(thiophen-2-yl) pyrimidin-4-yl)amino)bicyclo[2.2.2]octane-2-carboxylate FC=1C(=NC(=NC1C=1SC=CC1)C1=CNC2=NC=C(N=C21)C)N[C@@H]2[C@H](C1CCC2CC1)C(=O)OCC